FC=1C=CC(=C(C(=O)O)C1)C1=C(COCC1=O)O 5-fluoro-2-(3-hydroxy-5-oxo-2H-pyran-4-yl)-benzoic acid